C[C@]1([C@@H](C1)C(=O)OCC)C1=CC=CC=C1 cis-ethyl 2-methyl-2-phenylcyclopropane-1-carboxylate